[Si](C)(C)(C(C)(C)C)OCCOC1=C(C=CC=C1)C=1C=CC(=C(C1)NS(=O)(=O)C=1C=C(C(=O)[O-])C=C(C1OC)Cl)C(F)(F)F 3-[[5-[2-[2-[tert-butyl (dimethyl) silyl] oxyethoxy] phenyl]-2-(trifluoromethyl) phenyl] sulfamoyl]-5-chloro-4-methoxy-benzoate